C(CCC)[C@H]1CCC[C@H](O1)C=1C=C2CN(C(C2=CC1)=O)C1C(NC(CC1)=O)=O 3-(5-((2S,6S)-6-butyltetrahydro-2H-pyran-2-yl)-1-oxoisoindolin-2-yl)piperidine-2,6-dione